N-methyl-N'-((5-(trifluoromethyl)pyrazolo[1,5-a]pyridin-2-yl)methyl)acetohydrazide CN(NCC1=NN2C(C=C(C=C2)C(F)(F)F)=C1)C(C)=O